13-ethyl-3,6,9,12-tetraoxahexadecan-1-ol C(C)C(OCCOCCOCCOCCO)CCC